O[C@@H]1CN(CCC1)C(CN1CCC(CC1)C=1C=C2C(=C(NC2=CC1)C=1C=C(C=2N(C1)N=CN2)C)C(C)C)=O (S)-1-(3-hydroxypiperidin-1-yl)-2-(4-(3-isopropyl-2-(8-methyl-[1,2,4]triazolo[1,5-a]pyridin-6-yl)-1H-indol-5-yl)piperidin-1-yl)ethan-1-one